O=C1N(C=CC(N1)=O)[C@H]1[C@]([C@@H]([C@H](O1)COP(=O)(OC1=CC=C(C=C1)C(\C=C\C1=CC=CC=C1)=O)NCC(=O)OC(C)C)O)(C)F Propan-2-yl 2-[[[(2R,3R,4R,5R)-5-(2,4-dioxopyrimidin-1-yl)-4-fluoro-3-hydroxy-4-methyloxolan-2-yl]methoxy-[4-[(E)-3-phenylprop-2-enoyl]phenoxy]phosphoryl]amino]acetate